C(=O)(O)CN([C@@H](CCCCN)C(=O)O)CC(=O)O Nα,Nα-dicarboxymethyllysine